C(C)(C)(C)C1=CC=C(C=C1)NC(CCC(=O)N1C=2N(CCC1)N=C(C2)C)=O N-(4-(tert-butyl)phenyl)-4-(2-methyl-6,7-dihydropyrazolo[1,5-a]pyrimidin-4(5H)-yl)-4-oxobutanamide